2-methyl-3-fluoro-5-bromoPyridine CC1=NC=C(C=C1F)Br